N-(((R)-1-isopropylpyrrolidin-2-yl)methyl)-10-methyl-1-oxo-2-((S)-tetrahydrofuran-3-yl)-1,2-dihydropyrazino[1,2-a]indole-4-carboxamide C(C)(C)N1[C@H](CCC1)CNC(=O)C1=CN(C(C=2N1C=1C=CC=CC1C2C)=O)[C@@H]2COCC2